1-Dodecyl-2-butylpyrrolium cyanid [C-]#N.C(CCCCCCCCCCC)[NH+]1C(=CC=C1)CCCC